2-chloro-6-methyl-4-phenyl-7H-pyrrolo[2,3-d]pyrimidine ClC=1N=C(C2=C(N1)NC(=C2)C)C2=CC=CC=C2